(S)-7-(2,4-difluorobenzyl)-1-(2-((2R,5R)-2-(((3R,5R)-3,5-dimethylmorpholino)methyl)-5-methylpiperazin-1-yl)acetyl)-2-methyl-2,3-dihydro-1H-pyrido[2,3-b][1,4]oxazine-6-carboxamide FC1=C(CC2=CC3=C(OC[C@@H](N3C(CN3[C@H](CN[C@@H](C3)C)CN3[C@@H](COC[C@H]3C)C)=O)C)N=C2C(=O)N)C=CC(=C1)F